1-((2S)-4-(4-amino-7-methyl-5-(4-((6-methylpyridin-2-yl)oxy)phenyl)-7H-pyrrolo[2,3-d]pyrimidin-6-yl)-2-methylpyrrolidin-1-yl)prop-2-en-1-one methyl-2-(2-bromo-4-cyanophenyl)acetate COC(CC1=C(C=C(C=C1)C#N)Br)=O.NC=1C2=C(N=CN1)N(C(=C2C2=CC=C(C=C2)OC2=NC(=CC=C2)C)C2C[C@@H](N(C2)C(C=C)=O)C)C